CC1=NC(=CC=C1OC1=CC=NC=C1)C 4-[(2,6-Dimethylpyridin-3-yl)oxy]pyridin